1-(6-pyrrolidin-1-yl-pyridin-3-ylmethyl)-3-trifluoromethyl-1H-pyrazole-4-carboxylic acid N1(CCCC1)C1=CC=C(C=N1)CN1N=C(C(=C1)C(=O)O)C(F)(F)F